C(C1=CC=CC=C1)O[C@H]1CN(CC1)CCCC(=O)N1CC2(CCCN(C2)C(CCC=2C(=CC(=C(OCC=3C=NC=C(C#N)C3)C2)C=O)Cl)=O)CCC1 5-((5-(3-(8-(4-((R)-3-(benzyloxy)pyrrolidin-1-yl)butanoyl)-2,8-diazaspiro[5.5]undecan-2-yl)-3-oxopropyl)-4-chloro-2-formylphenoxy)methyl)nicotinonitrile